COC(=O)C1N(CC1)C(=O)OC(C)(C)C 1-tert-butyloxycarbonyl-azetidine-2-carboxylic acid methyl ester